NCCC[Si](O[Si](C)(C)C)(O[Si](C)(C)C)O[Si](C)(C)C (3-aminopropyl)tri(trimethylsiloxy)silicon